(S)-trans-2-amino-4-(2-aminoethoxy)-3-butenoic acid hydrochloride Cl.N[C@H](C(=O)O)\C=C\OCCN